ClC1=C(C=CC(=C1)F)C1=CC(OC2=CC(=CC=C12)O[C@@H](C(=O)O)C)=O (R)-2-((4-(2-chloro-4-fluorophenyl)-2-oxo-2H-chromen-7-yl)oxy)propanoic acid